BrC1=CC(=C(C2=C1N=C(S2)NC(OC(C)(C)C)=O)F)F tert-Butyl (4-bromo-6,7-difluoro-1,3-benzothiazol-2-yl)carbamate